(R)-3-((2-chloro-5-((3,3-difluoropyrrolidin-1-yl)methyl)pyrimidin-4-yl)oxy)-10-methyl-9,10,11,12-tetrahydro-8H-[1,4]diazepino[5',6':4,5]thieno[3,2-f]quinoxalin-8-one ClC1=NC=C(C(=N1)OC1=NC=2C=CC3=C(C2N=C1)C1=C(S3)C(N[C@@H](CN1)C)=O)CN1CC(CC1)(F)F